Ethyl (E)-(3-(2-methoxyphenyl)acryloyl)-L-valinate COC1=C(C=CC=C1)/C=C/C(=O)N[C@@H](C(C)C)C(=O)OCC